3-chloro-2-(2-fluoro-6-(3-fluoro-1-methyl-1H-pyrazol-4-yl)phenyl)imidazo[1,2-a]pyridine-7-carboxylic acid ClC1=C(N=C2N1C=CC(=C2)C(=O)O)C2=C(C=CC=C2C=2C(=NN(C2)C)F)F